[Ga]#[As] gallium ARSENIDE